5-(5-((4-(4-amino-3-(4-phenoxyphenyl)-1H-pyrazolo[3,4-d]pyrimidin-1-yl)-3-fluorocyclohexyl)methyl)-2,5-diazabicyclo[2.2.2]octan-2-yl)-2-(2,6-dioxopiperidin-3-yl)-6-fluoroisoindole NC1=C2C(=NC=N1)N(N=C2C2=CC=C(C=C2)OC2=CC=CC=C2)C2C(CC(CC2)CN2C1CN(C(C2)CC1)C1=CC2=CN(C=C2C=C1F)C1C(NC(CC1)=O)=O)F